NC1=CC=C(C(=O)N)C=C1 parA-aminobenzamide